N[C@]1(CN(CCC1)C=1C(=CC(=NC1)C1=CC(=C(C=C1)OC)F)CN1C=NC=2C(=NC=CC21)N)CC=2SC=CN2 (S)-1-((5-(3-amino-3-(thiazol-2-ylmethyl)piperidin-1-yl)-2-(3-fluoro-4-methoxyphenyl)pyridin-4-yl)methyl)-1H-imidazo[4,5-c]pyridin-4-amine